aminocaproyl-biotin NCCCCCC(=O)C(C(O)=O)CCC[C@@H]1SC[C@@H]2NC(=O)N[C@H]12